BrC1=CC=CC2=C1N(CN2)C 7-bromo-1-methyl-1,3-dihydro-2H-benzimidazole